C(C)(=O)NC1=CC(=C(C=N1)C=1SC=2CN(CCC2N1)C(=O)OC(C)(C)C)NC1=NC(=NC(=C1)C)C(C)(F)F tert-butyl 2-(6-acetamido-4-((2-(1,1-difluoroethyl)-6-methylpyrimidin-4-yl) amino) pyridin-3-yl)-6,7-dihydrothiazolo[5,4-c]pyridine-5(4H)-carboxylate